C(C)(C)(C)OC(=O)NCCN(CC(=O)OC)C[C@H]1NC([C@H](SCC1)C1=CC=C(C=C1)OC1=CC=CC=C1)=O methyl N-(2-((tert-butoxycarbonyl)amino)ethyl)-N-(((2R,5S)-3-oxo-2-(4-phenoxyphenyl)-1,4-thiazepan-5-yl)methyl)glycinate